FC(C(=O)O)(F)F.NCC(COC1=CC=C(C(=O)NC2=CC=CC3=CC=CC=C23)C=C1)=CF 4-((2-(aminomethyl)-3-fluoroallyl)oxy)-N-(naphthyl)benzamide trifluoroacetate